The molecule is a prenylglycerol phosphate that consists of 1-phosphoglycerol having a heptaprenyl group attached at position 3. It is a conjugate acid of a 3-heptaprenyl-sn-glycero-1-phosphate(2-). CC(=CCC/C(=C/CC/C(=C/CC/C(=C/CC/C(=C/CC/C(=C/CC/C(=C/COC[C@@H](COP(=O)(O)O)O)/C)/C)/C)/C)/C)/C)C